C(C)(C)C=1C(=NNC1C=1C=C(C=2N(C1)N=CN2)C)C2=CC=C(C=C2)C2CCC(CC2)=O 4-(4-(4-isopropyl-5-(8-methyl-[1,2,4]triazolo[1,5-a]pyridin-6-yl)-1H-pyrazol-3-yl)phenyl)cyclohexan-1-one